C(C1=CC=CC=C1)N1CC(CC1)N 1-benzyl-3-aminopyrrolidine